C(C)(C)(C)OC(COCCOCC1=CC=CC=C1)=O (2-benzyloxy-ethoxy)-acetic acid tert-butyl ester